NC1=C2N=CN(C2=NC(=N1)F)[C@H]1C[C@@H]([C@@](O1)(C#C)CO[P@](=O)(OC1=CC=CC=C1)N[C@@H](C)C(=O)OC(CCCCCCCC)CCCCCCCC)O heptadecan-9-yl ((S)-(((2R,3S,5R)-5-(6-amino-2-fluoro-9H-purin-9-yl)-2-ethynyl-3-hydroxytetrahydrofuran-2-yl) methoxy)(phenoxy)phosphoryl)-L-alaninate